1,3-dioxo-1,3-benzodithiolane O=S1CS(C2=C1C=CC=C2)=O